COC1=CC=C(C=C1)NC1=CC=C(C=C1)C N-(4-methoxyphenyl)-4-methylaniline